ClC1=CC(=CC=2N=C(OC21)C=2C(=C(C=CC2)C2=C(C(=CC=C2)NC=2N=CC=C1C(=CC=NC21)CN2CC(CC2)O)C)C)CO 1-((8-((3'-(7-chloro-5-(hydroxymethyl)benzo[d]oxazol-2-yl)-2,2'-dimethyl-[1,1'-biphenyl]-3-yl)amino)-1,7-naphthyridin-4-yl)methyl)pyrrolidin-3-ol